C(C1=CC=CC=C1)[C@@H]1[C@H]([C@@H](OC([C@H](COC1=O)NC(=O)C1=NC=CC(=C1OCOC(C(C)C)=O)OC)=O)C)OC(C(C)C)=O (3S,6S,7R,8R)-8-benzyl-3-{([3-[(isobutyryloxy)methoxy]-4-methoxypyridin-2-yl]carbonyl)amino}-6-methyl-4,9-dioxo-1,5-dioxonan-7-yl-2-methylpropanoate